C(C)(C)C1=C(C=C(C=C1)C=1OC2=C(C=NC=C2)N1)OC 2-(4-Isopropyl-3-methoxyphenyl)oxazolo[4,5-c]pyridine